FC1=C(C=CC=C1)C1=CC=C(C=C1)CCCNC(=O)C=1C=NC=2N(C1)N=C(C2)C N-(3-(2'-fluoro-[1,1'-biphenyl]-4-yl)propyl)-2-methylpyrazolo[1,5-a]pyrimidine-6-carboxamide